C[Si]1(O[Si](O[Si](O[Si](O1)(CCCCCCCCCCCCCCCCCCCCCCCC)C)(CCCCCCCCCCCCCCCCCCCCCCCC)C)(CCCCCCCCCCCCCCCCCCCCCCCC)C)CCCCCCCCCCCCCCCCCCCCCCCC tetramethyl-tetra(tetracosyl)cyclotetrasiloxane